FC(C1=C(CN2N=CC(=C2)[N+](=O)[O-])C=CC(=C1)C(F)(F)F)(F)F 1-(2,4-bis(trifluoromethyl)benzyl)-4-nitro-1H-pyrazole